(S)-(1'-(4-cyano-5-(2,3-dichlorophenyl)pyrimidin-2-yl)-1,3-dihydrospiro[inden-2,4'-piperidin]-1-yl)carbamic acid tert-butyl ester C(C)(C)(C)OC(N[C@@H]1C2=CC=CC=C2CC12CCN(CC2)C2=NC=C(C(=N2)C#N)C2=C(C(=CC=C2)Cl)Cl)=O